4-amino-1-[(2R,3S,4R,5R)-4-[(tert-butyldimethylsilyl)oxy]-5-{[(tert-butyldimethylsilyl)oxy]methyl}-5-ethenyl-3-fluorooxolan-2-yl]-5-fluoro-pyrimidin-2-one NC1=NC(N(C=C1F)[C@@H]1O[C@]([C@H]([C@@H]1F)O[Si](C)(C)C(C)(C)C)(C=C)CO[Si](C)(C)C(C)(C)C)=O